C(OC1=CC=C(C=C1)C(C)(C1=CC=CC=C1)C)(OC1=CC=C(C=C1)C(C)(C1=CC=CC=C1)C)=O di-[4-(1-methyl-1-phenylethyl)-phenyl] carbonate